[Co].[Re] rhenium-cobalt